(1R,2S,5S)-3-(2-(3-acetyl-6-(S-methylsulfonimidoyl)-1H-indazol-1-yl)acetyl)-N-(6-bromopyridin-2-yl)-3-azabicyclo[3.1.0]hexane-2-carboxamide C(C)(=O)C1=NN(C2=CC(=CC=C12)S(=O)(=N)C)CC(=O)N1[C@@H]([C@@H]2C[C@@H]2C1)C(=O)NC1=NC(=CC=C1)Br